methyl 1-(2-aminophenyl)-6-oxo-pyridazine-3-carboxylate NC1=C(C=CC=C1)N1N=C(C=CC1=O)C(=O)OC